OCCNC(CC(=O)C)=O N-(hydroxyethyl)acetoacetamide